ClC1=CC(=CC=2NC3=CC(=CC=C3C(C12)(C)C)OCC)Cl 1,3-Dichloro-6-ethoxy-9,9-dimethyl-9,10-dihydroacridine